CC1(CC1)NCC1=C2C(=NC(=C1)C(=O)OC)SC=C2 methyl 4-(((1-methylcyclopropyl)amino)methyl)thieno[2,3-b]pyridine-6-carboxylate